(E)-2,6-difluoro-N-(2-methoxy-5-(4-(1-(4-oxopent-2-enoyl)piperidin-4-yl)pyrido[3,2-d]pyrimidin-6-yl)pyridin-3-yl)benzene-sulfonamide FC1=C(C(=CC=C1)F)S(=O)(=O)NC=1C(=NC=C(C1)C=1C=CC=2N=CN=C(C2N1)C1CCN(CC1)C(\C=C\C(C)=O)=O)OC